tert-butyl N-[3-[3-[1-(2,6-dioxo-3-piperidyl)-3-methyl-2-oxo-benzimidazol-4-yl] propoxy]propyl]-N-isopropyl-carbamate O=C1NC(CCC1N1C(N(C2=C1C=CC=C2CCCOCCCN(C(OC(C)(C)C)=O)C(C)C)C)=O)=O